[N+](=O)([O-])C1=CC=C(C(=O)NC2=NC=CC=C2)C=C1 4-nitro-N-(pyridin-2-yl)benzamide